C1=CC=C(C=2SC3=C(C21)C=CC=C3)C=3C=C(C=CC3)C3=CC(=CC=C3)C3=CC=CC2=C3SC3=C2C=CC=C3 3,3'-bis(dibenzo[b,d]thiophen-4-yl)-1,1'-biphenyl